tert-Butyl 4-(4-bromo-3-(ethoxycarbonyl)phenyl)piperazine-1-carboxylate BrC1=C(C=C(C=C1)N1CCN(CC1)C(=O)OC(C)(C)C)C(=O)OCC